FC1=C(C(=O)C2=CC=C(C(=O)N[C@H]3[C@@H](CCC3)NC(=O)C3=CC=NC=C3)C=C2)C(=CC=C1OC)O N-[(1R,2R)-2-[4-(2-fluoro-6-hydroxy-3-methoxybenzoyl)benzamido]cyclopentyl]pyridine-4-carboxamide